O=C1OC(CCN(CC1)C(=O)OC(C)(C)C)=O tert-butyl 2,8-dioxo-1,5-oxazocane-5-carboxylate